BrC=1C2=C(C=3C=NC(=NC3C1F)SCC)COC2 6-Bromo-3-(ethylthio)-5-fluoro-7,9-dihydrofurano[3,4-f]quinazoline